FCC(CC#CC=1C=C(OC2=C(N=NN2)C(=O)O)C=CC1)CF 5-(3-(5-fluoro-4-(fluoromethyl)pent-1-ynyl)phenoxy)-1H-1,2,3-triazole-4-carboxylic acid